CC(=O)N[C@@H]1[C@H]([C@@H]([C@H](O[C@@H]1O)CO)O[C@H]2[C@@H]([C@H]([C@@H]([C@H](O2)CO)O[C@H]3[C@H]([C@H]([C@@H]([C@H](O3)CO[C@@H]4[C@H]([C@H]([C@@H]([C@H](O4)CO)O)O)O)O)O[C@@H]5[C@H]([C@H]([C@@H]([C@H](O5)CO)O)O)O)O)O)NC(=O)C)O The molecule is a pentasaccharide derivative that is beta-D-Manp-(1->4)-beta-D-GlcpNAc-(1->4)-beta-D-GlcpNAc in which the mannosyl group has been glycosylated by alpha-D-mannopyranosyl groups at positions 3 and 6. It is an amino sugar and a pentasaccharide derivative. It derives from a beta-D-Manp-(1->4)-beta-D-GlcpNAc-(1->4)-beta-D-GlcpNAc.